vinyl-tris-(2-methoxyethoxy)silane C(=C)[Si](OCCOC)(OCCOC)OCCOC